5-(2-amino-7H-pyrrolo[2,3-d]pyrimidin-5-yl)-N-((3,3-difluorocyclobutyl)methyl)pyrazolo[1,5-a]pyridine-3-carboxamide NC=1N=CC2=C(N1)NC=C2C2=CC=1N(C=C2)N=CC1C(=O)NCC1CC(C1)(F)F